Cl.NCCCNC(C(=C)C)=O N-3-aminopropyl-methacrylamide hydrochloride